C1(CCC1)C=1C=CN=C2C(=CC(=NC12)C=1C=C2CN(C(C2=CC1)=O)N1C(CCCC1=O)=O)CN1CCCC1 (5-(8-cyclobutyl-4-(pyrrolidin-1-ylmethyl)-1,5-naphthyridin-2-yl)-1-oxoisoindolin-2-yl)piperidine-2,6-dione